4-(benzyloxy)butane-1-ol C(C1=CC=CC=C1)OCCCCO